N1=C(C=CC2=CC=CC=C12)CNC N-[(quinolin-2-yl)methyl]methylamine